CC1(CC1)C(=O)N[C@@H](C)C1=NC(=NO1)C1=CC(=NC=C1)C(F)(F)F (S)-1-methyl-N-(1-(3-(2-(trifluoromethyl)pyridin-4-yl)-1,2,4-oxadiazol-5-yl)ethyl)cyclopropane-1-carboxamide